Phenyl 5-(1-cyanocyclobutyl)-2-hydroxy-3-nitrobenzoate C(#N)C1(CCC1)C=1C=C(C(=C(C(=O)OC2=CC=CC=C2)C1)O)[N+](=O)[O-]